COC(C(C)NC(CC)=O)=O 2-propanamidopropanoic acid methyl ester